4-[(5-nitro-2-pyridinyl)oxy]-2-[(trifluoromethyl)oxy]benzonitrile [N+](=O)([O-])C=1C=CC(=NC1)OC1=CC(=C(C#N)C=C1)OC(F)(F)F